OCC1CN(CC1)C(CCCC)=O 1-[3-(hydroxymethyl)pyrrolidin-1-yl]Pentane-1-one